O=C1NC(CCC1N1C(C2=CC=CC(=C2C1=O)NCCC(=O)N1CCN(CC1)C=1C(=CC2=C(C(C=3NC4=CC(=CC=C4C3C2=O)C#N)(C)C)C1)CC)=O)=O 8-(4-(3-((2-(2,6-dioxopiperidin-3-yl)-1,3-dioxoisoindolin-4-yl)amino)propanoyl)piperazin-1-yl)-9-ethyl-6,6-dimethyl-11-oxo-6,11-dihydro-5H-benzo[b]carbazole-3-carbonitrile